8-fluoro-6-((S)-1-hydroxy-2-((3as,5S,6ar)-3a-hydroxy-5-phenoxyhexahydrocyclopenta[c]pyrrol-2(1H)-yl)ethyl)-1,4-dihydro-2H-benzo[d][1,3]oxazin-2-one FC1=CC(=CC2=C1NC(OC2)=O)[C@@H](CN2C[C@@H]1[C@](C2)(C[C@H](C1)OC1=CC=CC=C1)O)O